FC=1C(=NC(=NC1)N[C@@H]1CC[C@H](CC1)NC(=O)C1CCN(CC1)C(=O)OC(C)(C)C)C1=CC(=CC=C1)N1C(C=CC=C1)=O trans-tert-butyl 4-(((1r,4r)-4-((5-fluoro-4-(3-(2-oxopyridin-1(2H)-yl)phenyl)pyrimidin-2-yl)amino)cyclohexyl)carbamoyl)piperidine-1-carboxylate